FC(OC1=CC=C(C=C1)C1=NC=CC(=N1)N)(F)F [4-(trifluoromethoxy)phenyl]pyrimidin-4-amine